(2R,3R)-3-(2,4-difluorophenyl)-3,4-epoxy-2-butanol FC1=C(C=CC(=C1)F)[C@]1([C@@H](C)O)CO1